NC1=NN2C(N=C(C=C2)N2[C@H](C[C@@H](C2)F)C=2C(=NC=C(C2)F)OC)=C1C(=O)OCC ethyl 2-amino-5-((2R,4S)-4-fluoro-2-(5-fluoro-2-methoxypyridin-3-yl)pyrrolidin-1-yl)pyrazolo[1,5-a]pyrimidine-3-carboxylate